3,7-dimethyl-3,7-diethyl-4,6-nonanedione CC(CC)(C(CC(C(CC)(CC)C)=O)=O)CC